ClC=1C=NC(=NC1)OC1=C2C(=NC(=NC2=CC(=C1)C#N)C)CCCC(F)(F)F 5-(5-CHLOROPYRIMIDIN-2-YL)OXY-2-METHYL-4-(4,4,4-TRIFLUOROBUTYL)QUINAZOLINE-7-CARBONITRILE